ONC=1C2=C(N=CN1)N(C=C2)[C@@H]2O[C@@H]([C@H]([C@H]2O)O)CO (2R,3R,4S,5R)-2-(4-(Hydroxyamino)-7H-pyrrolo[2,3-d]pyrimidin-7-yl)-5-(hydroxymethyl)tetrahydrofuran-3,4-diol